4-morpholinecarboxamide oxalate C(C(=O)O)(=O)O.N1(CCOCC1)C(=O)N